1,3-Butylendiamin C(CC(C)N)N